ClC1=C(C=C(C=C1NC1=NC=2N(C(=N1)N(CC1=CC=C(C=C1)OC)C1CC1)N=CC2C#N)C#N)N2[C@H](CN(CC2)C(=O)OC(C)(C)C)C tert-butyl (S)-4-(2-chloro-5-cyano-3-((8-cyano-4-(cyclopropyl(4-methoxybenzyl)amino)pyrazolo[1,5-a][1,3,5]triazin-2-yl)amino) phenyl)-3-methylpiperazine-1-carboxylate